C1(=CC=CC=C1)C1=NC(=NC(=N1)C1=CC=CC=C1)C1=CC2=C(C=C1)C1=CC=CC=C1C21C2=CC=CC=C2N2C1=NC1=C2C=CC=C1 2-(4,6-diphenyl-1,3,5-triazin-2-yl)spiro[fluorene-9,11'-indolo[1,2-a]benzimidazole]